6-(4-chlorophenyl)-8-methoxy-N-((6-methylpyridazin-3-yl)methyl)quinazolin-4-amine ClC1=CC=C(C=C1)C=1C=C2C(=NC=NC2=C(C1)OC)NCC=1N=NC(=CC1)C